FC1(C[C@H]2C([C@H]2C1)CN)F ((1R,5S,6r)-3,3-difluoro-bicyclo[3.1.0]hexane-6-yl)methylamine